(R)-1-((1-methyl-4-nitro-1H-indazol-6-yl)methoxy)propan-2-amine CN1N=CC2=C(C=C(C=C12)COC[C@@H](C)N)[N+](=O)[O-]